silver cis-vaccenate C(CCCCCCCCC\C=C/CCCCCC)(=O)[O-].[Ag+]